1-((2R,3S,4R,5R,6S)-5-azido-3,4-bis(benzyloxy)-6-(((1R,2R,3S,4R,6S)-4,6-diazido-2,3-bis(benzyloxy)cyclohexyl)oxy)tetrahydro-2H-pyran-2-yl)-2-(benzyloxy)ethanol N(=[N+]=[N-])[C@@H]1[C@H]([C@@H]([C@H](O[C@@H]1O[C@H]1[C@@H]([C@H]([C@@H](C[C@@H]1N=[N+]=[N-])N=[N+]=[N-])OCC1=CC=CC=C1)OCC1=CC=CC=C1)C(COCC1=CC=CC=C1)O)OCC1=CC=CC=C1)OCC1=CC=CC=C1